4-amino-1-((2R,3S,4S,5R)-5-(chloromethyl)-4-hydroxy-5-(hydroxymethyl)-3-methoxytetrahydrofuran-2-yl)pyrimidin-2(1H)-one NC1=NC(N(C=C1)[C@@H]1O[C@@]([C@H]([C@@H]1OC)O)(CO)CCl)=O